(cyclohexa-1,3-diene-1-yloxy)triisopropylsilane C1(=CC=CCC1)O[Si](C(C)C)(C(C)C)C(C)C